COC(C=1C(C(C=CC1)=O)C)=O 3-oxo-2-Methylbenzoic acid methyl ester